(R)-4-(Boc-amino)-1-pentene C(=O)(OC(C)(C)C)N[C@@H](CC=C)C